N1(N=NN=C1)C[C@H](C)OC=1C=C(C=CC1Cl)C=1C=NC(=NC1)NC=1C(=NN(C1)C1CCC(CC1)N1CCOCC1)OCC1COCCC1 5-(3-(((S)-1-(1H-tetrazol-1-yl)propan-2-yl)oxy)-4-chlorophenyl)-N-(1-((1r,4r)-4-morpholinocyclohexyl)-3-((tetrahydro-2H-pyran-3-yl)methoxy)-1H-pyrazol-4-yl)pyrimidin-2-amine